2-[(3s,4r)-4-hydroxytetrahydrofuran-3-yl]-5-methyl-pyrazol-3-ol O[C@@H]1[C@H](COC1)N1N=C(C=C1O)C